C(C)C=1N=C2N(C=C(C=N2)C(F)(F)F)C1C(=O)C1=CC=C(C=C1)OC (2-ethyl-6-(trifluoromethyl)imidazo[1,2-a]pyrimidin-3-yl)(4-methoxyphenyl)methanone